C(C=C)(=O)N1[C@H](CN(CC1)C1=NC(=NC=2C[C@@H](CCC12)N1[C@@H](CC2=CC=CC=C12)C)OCCN(C)C)CC#N 2-((S)-1-Acryloyl-4-((R)-2-(2-(dimethylamino)ethoxy)-7-((R)-2-methylindolin-1-yl)-5,6,7,8-tetrahydroquinazolin-4-yl)piperazin-2-yl)acetonitrile